COC=1C(=C(C(=NC1OC)OCOC)C(CCCC[P+](C1=CC=CC=C1)(C1=CC=CC=C1)C1=CC=CC=C1)=O)OCOC (5-(5,6-dimethoxy-2,4-bis(methoxymethoxy)pyridin-3-yl)-5-oxopentyl)triphenyl-phosphonium